C1=CC=CC=2C3=CC=CC=C3C(C12)COC(=O)N[C@H](C(=O)O)C1CC2=CC=CC=C2C1 (2S)-2-(9H-fluoren-9-ylmethoxycarbonyl-amino)-2-indan-2-yl-acetic acid